ClC1=CC(=C(CO[Si](C)(C)OCC2=C(C=C(C(=C2)Cl)Cl)[N+](=O)[O-])C=C1Cl)[N+](=O)[O-] di(4,5-dichloro-2-nitrobenzyloxy)dimethylsilane